CC1=C(C(=CC=C1)C)C1=CC(=CC(=N1)NS(=O)(=O)C=1C=C(C(=O)OC)C=CC1)CC[C@@H](CC(C)C)NC1CC2(CC2)C1 methyl 3-[[6-(2,6-dimethylphenyl)-4-[(3s)-5-methyl-3-(spiro[2.3]hexan-5-ylamino)hexyl]-2-pyridyl]sulfamoyl]benzoate